5-(chloromethyl)isoindoline-2-carboxylic acid tert-butyl ester C(C)(C)(C)OC(=O)N1CC2=CC=C(C=C2C1)CCl